CC=1NC(C=CC1N1CN(C2=CC(=CC=C2C1=O)C(F)(F)F)[C@@H]1[C@@H](COCC1)C)=O 3-(2-methyl-6-oxo-1,6-dihydropyridin-3-yl)-1-((3S,4S)-3-methyltetrahydro-2H-pyran-4-yl)-7-(trifluoromethyl)-2,3-dihydroquinazolin-4(1H)-one